CC(C)(C)S(=O)N[C@]1([C@@H]2CC[C@@H](C2)C12CCCCC2)C 2-methyl-N-((1S,3S,4R)-3-methylspiro[bicyclo[2.2.1]heptane-2,1'-cyclohexan]-3-yl)propane-2-sulfinamide